(R)-4-amino-7-(methoxymethyl)-N,3-dimethyl-N-(2-(trifluoromethyl)-5,8-dihydro-6H-pyrano[3,4-b]pyridin-5-yl)imidazo[1,5-a]quinoxaline-8-carboxamide NC=1C=2N(C3=CC(=C(C=C3N1)COC)C(=O)N([C@H]1COCC3=NC(=CC=C31)C(F)(F)F)C)C=NC2C